2-(6-bromopyridin-3-yl)thiazolidine-4-carboxylic acid ethyl ester C(C)OC(=O)C1NC(SC1)C=1C=NC(=CC1)Br